4-(hydroxymethyl)-1-[4-(trifluoromethoxy)phenyl]indazole-3-carbonitrile OCC1=C2C(=NN(C2=CC=C1)C1=CC=C(C=C1)OC(F)(F)F)C#N